tri(2-ethyl-3-methyl-1-pentyl)citrate C(C)C(CC(C(C(C(=O)[O-])(CC(C(CC)C)CC)CC(C(CC)C)CC)(O)C(=O)[O-])C(=O)[O-])C(CC)C